N-(5-bromothiazolo[5,4-b]pyridin-2-yl)-2,2,5,5-tetramethyltetrahydrofuran-3-carboxamide BrC1=CC=C2C(=N1)SC(=N2)NC(=O)C2C(OC(C2)(C)C)(C)C